5-{6-[(2H3)methoxy]pyrimidin-4-yl}pyridin-3-ol C(OC1=CC(=NC=N1)C=1C=C(C=NC1)O)([2H])([2H])[2H]